(R)-2,2-difluoro-N-(3-(6-(1-hydroxypropyl-1-d)-4-methylpyridin-3-yl)-1,6-naphthyridin-7-yl)cyclopropane-1-carboxamide FC1([C@H](C1)C(=O)NC1=NC=C2C=C(C=NC2=C1)C=1C=NC(=CC1C)C(CC)([2H])O)F